C(C)N1N=C(C=C1C=1NC(=NN1)C1=C2C=NN(C2=CC(=C1)C(=O)N)CC12C(CNC1)CCC2)C 4-[5-(1-ethyl-3-methyl-1H-pyrazol-5-yl)-4H-1,2,4-triazol-3-yl]-1-[(hexahydrocyclopenta[c]pyrrol-3a(1H)-yl)methyl]-1H-indazole-6-carboxamide